C(C)OC(=O)C1=NN2C(C=CC=C2Br)=C1C=O 7-BROMO-3-FORMYL-PYRAZOLO[1,5-A]PYRIDIN-2-CARBOXYLIC ACID ETHYL ESTER